5-(4-bromo-1H-indol-3-yl)-2-(((2-(4-(2-hydroxyethyl)piperazin-1-yl)ethyl)amino)methylene)cyclohexane BrC1=C2C(=CNC2=CC=C1)C1CCC(CC1)=CNCCN1CCN(CC1)CCO